methyl (R)-4-((2-((tert-butoxycarbonyl)amino)-4-(methylthio)butanamido)methyl)benzoate C(C)(C)(C)OC(=O)N[C@@H](C(=O)NCC1=CC=C(C(=O)OC)C=C1)CCSC